C1(=CC=CC=C1)C1(C2=CC=CC=C2C=2C=CC(=CC12)OB(O)O)C1=CC=CC=C1 9,9-diphenyl-2-fluorenylboric acid